[OH-].[Al+2].P1(=O)(OC2=C(C=C(C=C2C(C)(C)C)C(C)(C)C)CC2=C(C(=CC(=C2)C(C)(C)C)C(C)(C)C)O1)[O-] 2,2'-methylenebis(4,6-di-tert-butylphenyl) phosphate aluminum hydroxide salt